1-cyclopropyl-6-methyl-5-(oxazol-2-yl)-4-oxo-1,4-dihydropyridine-3-carboxamide C1(CC1)N1C=C(C(C(=C1C)C=1OC=CN1)=O)C(=O)N